[C@H]12COC[C@H](CC(C1)N1C=NC3=C1N=NC(=C3)C3=C(C=C(C=C3)C=3C=NN(C3)C)O)N2 2-(7-((1R,5S,7r)-3-oxa-9-azabicyclo[3.3.1]nonan-7-yl)-7H-imidazo[4,5-c]pyridazin-3-yl)-5-(1-methyl-1H-pyrazol-4-yl)phenol